ClCCCO 3-chloropropanol